COC(CN1CCC(CC1)NC(OC(C)(C)C)=O)(C)C tert-butyl N-[1-(2-methoxy-2-methylpropyl)piperidin-4-yl]carbamate